N-(2-fluoro-4-(hydrazinecarbonyl)benzyl)-1-(2-hydroxy-2-methylpropyl)-N-phenylpiperidine-4-sulfonamide FC1=C(CN(S(=O)(=O)C2CCN(CC2)CC(C)(C)O)C2=CC=CC=C2)C=CC(=C1)C(=O)NN